N1=CC=CC2=CC=CC(=C12)NC(=O)[C@H]1N(CCC[C@H]1OC(=O)C)C(=O)OCC1=CC=CC=C1 (2S,3R)-N-(quinoline-8-yl)-1-carbobenzoxy-3-acetoxyl-2-piperidineformamide